S1C(=NC2=C1C=CC=C2)NC2=C(C=C(N=N2)N(C=2SC(=C(N2)C(=O)OCC)N2CC(C2)OC2=CC=CC=C2)C)C ethyl 2-({6-[(1,3-benzothiazol-2-yl) amino]-5-methylpyridazin-3-yl} (methyl) amino)-5-(3-phenoxyazetidin-1-yl)-1,3-thiazole-4-carboxylate